[(1E,3R,4R,6R,7Z,9Z,11E)-3,6,13-Trihydroxy-3-methyl-1-[(2R)-6-oxo-2,3-dihydropyran-2-yl]trideca-1,7,9,11-tetraen-4-yl]sodium hydrogen phosphate P(=O)(O)(O)O.O[C@](/C=C/[C@@H]1OC(C=CC1)=O)([C@@H](C[C@H](\C=C/C=C\C=C\CO)O)[Na])C